(R)-6-((6-(4-(3-((2,5,7-trimethyl-[1,2,4]triazolo[1,5-a]pyrimidin-6-yl)oxy)pyrrolidin-1-yl)phenyl)pyridazin-3-yl)methyl)-2-oxa-6-azaspiro[3.3]heptane CC1=NN2C(N=C(C(=C2C)O[C@H]2CN(CC2)C2=CC=C(C=C2)C2=CC=C(N=N2)CN2CC3(COC3)C2)C)=N1